C1(CC1)C(C)N1N=CC(=C1)C1=C(C(=O)O)C=C(C=C1)NC(=O)C1(CC1)C1=C(C=C(C=C1)OC(F)(F)F)F 2-[1-(1-Cyclopropylethyl)-1H-pyrazol-4-yl]-5-[({1-[2-fluoro-4-(trifluoromethoxy)phenyl]cyclopropyl}carbonyl)amino]benzoic acid